CC1=C2C=CN=CC2=C(C3=C1NC4=CC=CC=C43)C The molecule is a organic heterotetracyclic compound that is pyrido[4,3-b]carbazole carrying two methyl substituents at positions 5 and 11. It has a role as an antineoplastic agent and a plant metabolite. It is an organic heterotetracyclic compound, an organonitrogen heterocyclic compound, a polycyclic heteroarene and an indole alkaloid.